9-isopentyl-2,2-dimethyl-4-propyl-1-oxo-4,9-diazaspiro[5.5]undecan-3-one C(CC(C)C)N1CCC2(CN(C(C(C2=O)(C)C)=O)CCC)CC1